C1(=CC=CC=C1)C(C1=CC=CC=C1)=NC(C(=O)OC(C)(C)C)CCOC(C)C tert-butyl 2-((diphenylmethylene) amino)-4-isopropoxybutyrate